4-[2-[2-[3-methyl-1-[4-(trifluoromethoxy)phenyl]pyrazol-4-yl]-2,6-diazaspiro[3.3]heptan-6-yl]ethyl]morpholine CC1=NN(C=C1N1CC2(C1)CN(C2)CCN2CCOCC2)C2=CC=C(C=C2)OC(F)(F)F